O=C1N(C(C2=CC=CC=C12)=O)C1OCCC1C(=O)[O-] 1,3-dioxoisoindolin-2-yl-tetrahydrofuran-3-carboxylate